(S)-1-(4-(2-(4-((s)-2-acetoxy-3-chloropropoxy)-3,5-dichlorophenyl)propan-2-yl)phenoxy)-3-hydroxypropan-2-yl acetate C(C)(=O)O[C@H](COC1=CC=C(C=C1)C(C)(C)C1=CC(=C(C(=C1)Cl)OC[C@@H](CCl)OC(C)=O)Cl)CO